4-((methoxymethoxy)carbonyl)-2,3,5,6-tetramethylphenyl 4-(benzyloxy)-3-fluoro-2,5,6-trimethylbenzoate C(C1=CC=CC=C1)OC1=C(C(=C(C(=O)OC2=C(C(=C(C(=C2C)C)C(=O)OCOC)C)C)C(=C1C)C)C)F